2-(trifluoromethyl)malononitrile FC(C(C#N)C#N)(F)F